5-bromo-4-iodo-1-methylpyridin-2(1H)-one BrC=1C(=CC(N(C1)C)=O)I